1-[2-bromo-3-(3-chloro-5-fluoro-phenoxy)-6-methylsulfonyl-phenyl]ethanol BrC1=C(C(=CC=C1OC1=CC(=CC(=C1)F)Cl)S(=O)(=O)C)C(C)O